Cl.COC1=NC(=CC=C1N1CC2(CC1=O)CCNCC2)C(F)(F)F 2-(2-methoxy-6-(trifluoromethyl)pyridin-3-yl)-2,8-diazaspiro[4.5]decan-3-one hydrochloride